6-[2,2-bis(fluorenyl)-5-azaspiro[2.5]octan-5-yl]-2,6-di(methyl)-3,5,7,8-tetrahydroquinazolin-4-one C1(=CC=CC=2C3=CC=CC=C3CC12)C1(CC12CN(CCC2)C2(CC=1C(NC(=NC1CC2)C)=O)C)C2=CC=CC=1C3=CC=CC=C3CC21